CC(C=O)CCC1C(CCCC1(C)C)C α,2,6,6-tetramethylcyclohexanebutanal